3-(N-((4-Fluoro-2,6-diisopropylphenyl)carbamoyl)sulfamoyl)-N,N,1-trimethyl-1H-pyrazole-5-carboxamide, Sodium Salt [Na].FC1=CC(=C(C(=C1)C(C)C)NC(=O)NS(=O)(=O)C1=NN(C(=C1)C(=O)N(C)C)C)C(C)C